OC1=C(C=C(C(=C1)O)C(C)C)C1=C(C(=NO1)C(=O)NCC)C1=CC=C(C=C1)CN1CCOCC1 5-[2,4-dihydroxy-5-(1-methylethyl)phenyl]-n-ethyl-4-[4-(morpholin-4-ylmethyl)phenyl]isoxazole-3-carboxamide